N-morpholinoacetamide O1CCN(CC1)NC(C)=O